NC=1C2=C(N=CN1)N(C(=C2C2=CC[C@H](CC2)C(=O)N2C1(COC1)CCC2)C=2C=NC(=CC2C)C#C)C (S)-(4-(4-amino-6-(6-ethynyl-4-methylpyridin-3-yl)-7-methyl-7H-pyrrolo[2,3-d]pyrimidin-5-yl)cyclohex-3-en-1-yl)(2-oxa-5-azaspiro[3.4]octan-5-yl)methanone